ClC1=C(C=CC=C1N1CC(CC1)(C)O)C(=O)N1C[C@H]2N(CC1)C[C@](CC2)(O)C2=CC=C(C=C2)Cl |r| [2-chloro-3-(3-hydroxy-3-methylpyrrolidin-1-yl)phenyl]-[rac-(7R,9aS)-7-(4-chlorophenyl)-7-hydroxy-3,4,6,8,9,9a-hexahydro-1H-pyrido[1,2-a]pyrazin-2-yl]methanone